(R)-1-methyl-5-oxo-N-((1-(1-phenylethyl)cyclobutyl)methyl)-4,5-dihydro-1H-1,2,4-triazole-3-carboxamide CN1N=C(NC1=O)C(=O)NCC1(CCC1)[C@H](C)C1=CC=CC=C1